Methyl (Z)-2-((tert-butoxycarbonyl)amino)-3-(1-methyl-2-oxo-1,2-dihydropyridin-3-yl)acrylate C(C)(C)(C)OC(=O)N\C(\C(=O)OC)=C/C=1C(N(C=CC1)C)=O